BrC1=C(OCCN2N=CN=C2)C=C(C=C1)Br 1-(2-(2,5-dibromophenoxy)ethyl)-1H-1,2,4-triazole